C(C)C=1C(=NC=CC1)C(=O)NC1=CC=C(C=C1)C=1C2=C(NC(CN1)=O)C1=CC=CC=C1C=C2 3-ethyl-N-[4-(2-oxo-2,3-dihydro-1H-naphtho[1,2-e][1,4]-diazepin-5-yl)phenyl]picolinamide